N1[C@@H](CCC1)C=O (2S)-2-PYRROLIDINECARBOXALDEHYDE